(S)-5-Oxopyrrolidine-3-carboxylic acid {5-[3-chloro-5-(2,2,2-trifluoro-1,1-dimethylethoxymethyl)phenyl]-1-phenyl-1H-pyrazol-3-yl}amide ClC=1C=C(C=C(C1)COC(C(F)(F)F)(C)C)C1=CC(=NN1C1=CC=CC=C1)NC(=O)[C@@H]1CNC(C1)=O